3,4-epoxycyclohexylmethyl-3,4-Epoxycyclohexanecarboxylate C1(CC2C(CC1)O2)COC(=O)C2CC1C(CC2)O1